C1(CC1)C=1C(=C(C(=CC1)N)N)F Cyclopropyl-3-fluorobenzene-1,2-diamine